CC(=O)O[C@H]1[C@H](C[C@@H]2[C@@]1(CC[C@H]3[C@H]2CC[C@@H]4[C@@]3(C[C@@H]([C@H](C4)O)N5CCOCC5)C)C)[N+]6(CCCC6)CC=C The molecule is a 5alpha-androstane compound having 3alpha-hydroxy-, 17beta-acetoxy-, 2beta-morpholino- and 16beta-N-allyllyrrolidinium substituents. It has a role as a neuromuscular agent, a muscle relaxant and a drug allergen. It is an androstane, a 3alpha-hydroxy steroid, a quaternary ammonium ion, an acetate ester, a member of morpholines and a tertiary amino compound. It derives from a hydride of a 5alpha-androstane.